[N+](=O)([O-])C=1C2=C(C(=C(C3=CC=C4C=CC=C(C1)C4=C32)[N+](=O)[O-])[N+](=O)[O-])[N+](=O)[O-] Tetranitropyrene